6-chloro-7-pyridazin-4-yl-1H-indole-3-sulfonyl chloride ClC1=CC=C2C(=CNC2=C1C1=CN=NC=C1)S(=O)(=O)Cl